3-amino-4-(5-(4-((5-chloro-3-fluoropyridin-2-yl)oxy)phenyl)-2H-tetrazol-2-yl)butanoic acid NC(CC(=O)O)CN1N=C(N=N1)C1=CC=C(C=C1)OC1=NC=C(C=C1F)Cl